NC1=NC=CC2=C1NC(N2C2=CC=C(C=C2)N2CCN(CC2)C(=O)OC(C)(C)C)=O tert-butyl 4-(4-(4-amino-2-oxo-2,3-dihydro-1H-imidazo[4,5-c]pyridin-1-yl)phenyl)piperazine-1-carboxylate